FC(C(=O)[O-])=C fluoro-2-propenoate